C1(CCC1)NC(C[C@H](CCN1CC(CCC1)(F)F)NC(=O)C1=NN(C(=C1)C1=C(C=CC=C1)CC)C1CCCC1)=O (3S)-N-cyclobutyl-3-{[1-cyclopentyl-5-(2-ethylphenyl)-1H-pyrazol-3-yl]formamido}-5-(3,3-difluoropiperidin-1-yl)pentanamide